ClC=1C(=NC(=NC1)NC=1C(=NN(C1)C1CCN(CC1)C)C)NCCCN1C(COCCC1)=O 4-(3-((5-chloro-2-((3-methyl-1-(1-methylpiperidin-4-yl)-1H-pyrazol-4-yl)amino)pyrimidin-4-yl)amino)propyl)-1,4-oxazepan-3-one